BrC1=CC=C(C=N1)C(C(F)(F)F)N1C([C@H](CCC1)NC(OC(C)(C)C)=O)=O tert-Butyl ((3S)-1-(1-(6-bromopyridin-3-yl)-2,2,2-trifluoroethyl)-2-oxopiperidin-3-yl)carbamate